4-{[3-methoxy-4-(1-methyl-1H-1,2,4-triazol-3-yl)pyridin-2-yl]amino}-N-(2H3)methyl-6-({2-oxo-2H-[1,3'-bipyridine]-6'-yl}amino)pyridazine-3-carboxamide COC=1C(=NC=CC1C1=NN(C=N1)C)NC1=C(N=NC(=C1)NC1=CC=C(C=N1)N1C(C=CC=C1)=O)C(=O)NC([2H])([2H])[2H]